tert-Butyl N-[5-[1-[[3,5-bis(trifluoromethyl)benzoyl]amino]ethyl]-1-pyrimidin-2-yl-1,2,4-triazol-3-yl]-N-methyl-carbamate FC(C=1C=C(C(=O)NC(C)C2=NC(=NN2C2=NC=CC=N2)N(C(OC(C)(C)C)=O)C)C=C(C1)C(F)(F)F)(F)F